2-(2-methoxypropyl)-6-pentylphenol COC(CC1=C(C(=CC=C1)CCCCC)O)C